ClC=1C(=NC(=NC1)N1C[C@H](C[C@H](C1)C)C)NC1=CC2=C(N(C(N2CCC(C)(C)O)=O)C)C=C1 5-((5-Chloro-2-((3S,5R)-3,5-dimethylpiperidin-1-yl)pyrimidin-4-yl)amino)-3-(3-hydroxy-3-methylbutyl)-1-methyl-1,3-dihydro-2H-benzo[d]imidazol-2-on